CC1NC2=C(NC1C)C(=NC(=C2)[C@@H]2C[C@@H](OCC2)C=2C=NN(C2)C2CC2)C21CC(C2)(C1)C(F)(F)F 2,3-dimethyl-7-[(2R,4S)-2-(1-cyclopropylpyrazol-4-yl)tetrahydropyran-4-yl]-5-[3-(trifluoromethyl)-1-bicyclo[1.1.1]pentanyl]-1,2,3,4-tetrahydropyrido[3,4-b]pyrazine